C(C=C)[C@@]1(CCC=2N(C3=CC=CC=C3C2C1=O)S(=O)(=O)C1=CC=C(C)C=C1)CNC(OC(C)(C)C)=O (S)-tert-butyl ((3-allyl-4-oxo-9-tosyl-2,3,4,9-tetrahydro-1H-carbazol-3-yl)methyl)carbamate